(4-amino-7-fluoro-1,3-dihydrofuro[3,4-c]quinolin-8-yl)((3S,5R)-3-(6-methoxy-3-pyridazinyl)-5-methyl-4-morpholinyl)methanone NC1=NC=2C=C(C(=CC2C2=C1COC2)C(=O)N2[C@H](COC[C@H]2C)C=2N=NC(=CC2)OC)F